[2-(methylsulfonylmethyl)oxazole-5-carbonyl]oxylithium CS(=O)(=O)CC=1OC(=CN1)C(=O)O[Li]